5-chloro-8-((1-(2-cyclobutylethyl)-1H-indol-6-yl)sulfonyl)-3-hydroxyquinazoline-2,4(1H,3H)-dione ClC1=C2C(N(C(NC2=C(C=C1)S(=O)(=O)C1=CC=C2C=CN(C2=C1)CCC1CCC1)=O)O)=O